C12(CCC(CC1)CC2)COC2=CC=C(C=C2)C(C(C([2H])([2H])[2H])(C([2H])([2H])[2H])O)NC(OC(C)(C)C)=O tert-Butyl (1-(4-(bicyclo[2.2.2]octan-1-ylmethoxy)phenyl)-2-hydroxy-2-(methyl-d3)propyl-3,3,3-d3)carbamate